C(#N)N1C[C@H](CC1)C(=O)NC1=NC=CC(=C1)C1=CC=CC=2N1C=CN2 (S)-1-cyano-N-(4-(imidazo[1,2-a]pyridin-5-yl)pyridin-2-yl)pyrrolidine-3-carboxamide